The molecule is an (omega-1)-hydroxy fatty acid anion that is the conjugate base of 19-HETrE, obtained by deprotonation of the carboxy group; major species at pH 7.3. It is an (omega-1)-hydroxy fatty acid anion, an icosanoid anion, a long-chain fatty acid anion and a hydroxy polyunsaturated fatty acid anion. It is a conjugate base of a 19-HETrE. CC(CCCCCC/C=C\\C/C=C\\C/C=C\\CCCC(=O)[O-])O